(R,E)-2-methoxy-4-(3-oxo-3-((1-phenylethyl)amino)prop-1-en-1-yl)phenylisobutyrate COC1=C(C=CC(=C1)\C=C\C(N[C@H](C)C1=CC=CC=C1)=O)OC(C(C)C)=O